C(C)(C)(C)OC(NC=1C=C2C(N(C(C2=CC1)=O)CC1=CC=C(C=C1)OC)(C)C)=O (2-(4-methoxybenzyl)-3,3-dimethyl-1-oxoisoindolin-5-yl)carbamic acid tert-butyl ester